1,1-dimethylethyl 4-[({[1-({3,4-difluoro-2-[(2-fluoro-4-iodophenyl)amino]phenyl}carbonyl)-3-hydroxyazetidin-3-yl]methyl}amino)methyl]piperidine-1-carboxylate FC=1C(=C(C=CC1F)C(=O)N1CC(C1)(O)CNCC1CCN(CC1)C(=O)OC(C)(C)C)NC1=C(C=C(C=C1)I)F